CC=1C=C(CN2N=CC(=C2)[N+](=O)[O-])C=C(C1)C 1-(3,5-dimethylbenzyl)-4-nitro-1H-pyrazole